tert-butyl hexahydropyrrolo[3,2-b]pyrrole-1(2H)-carboxylate N1(C2C(CC1)NCC2)C(=O)OC(C)(C)C